FC1=CC=C(C=C1)N1N=CC=2C1=NC(=NC2NC(=O)C=2SC(=CC2)[N+](=O)[O-])C=2C=NC(=CC2)N2CCOCC2 N-(1-(4-fluorophenyl)-6-(6-morpholinopyridin-3-yl)-1H-pyrazolo[3,4-d]pyrimidine-4-yl)-5-nitrothiophene-2-carboxamide